C1(=CC=CC=C1)C\C=C\NC1=C(C=CC(=C1)C)C (2E)-1-phenyl-3-(2,5-dimethylanilino)-2-propen